6-fluoro-1-(tetrahydro-2H-pyran-2-yl)-5-((triisopropylsilyl)ethynyl)-1,9-dihydro-4H-benzo[f]indazol-4-one FC=1C=CC2=C(C(C=3C=NN(C3C2)C2OCCCC2)=O)C1C#C[Si](C(C)C)(C(C)C)C(C)C